[Pt].CCNC(C(=C)CCCCCC)=O N-2-ethylhexyl-acrylamide platinum